(3,3,4,4,5,5,6,6,7,7,8,8,9,9,10,10,10-heptadecafluorodecyl)sulfane FC(CCS)(C(C(C(C(C(C(C(F)(F)F)(F)F)(F)F)(F)F)(F)F)(F)F)(F)F)F